[Si](C)(C)(C(C)(C)C)OC[C@@H](CC(C)C)NC=1C2=C(N=C(N1)SC(C)C1=NC=CC=C1F)N=C(S2)N N7-[(1R)-1-({[tert-Butyl(dimethyl)silyl]oxy}methyl)-3-methylbutyl]-5-{[1-(3-fluoropyridin-2-yl)ethyl]sulfanyl}[1,3]thiazolo[4,5-d]pyrimidine-2,7-diamine